C1(=CC=CC=C1)C1=NC=NC(=N1)C1=CC=CC=C1 2,4-diphenyl-1,3,5-triazine